(E)-3-(3-methyl-1H-indazol-6-yl)-N-((3S,4S)-3-methylchroman-4-yl)acrylamide CC1=NNC2=CC(=CC=C12)/C=C/C(=O)N[C@H]1[C@@H](COC2=CC=CC=C12)C